CC1=CC=C(C=C1)S(=O)(=O)NC(C1=CC=CC=C1)=O N-(4-methylbenzenesulfonyl)benzamide